1,3-bis(diphenylphosphino)propane platinum chloride [Pt](Cl)Cl.C1(=CC=CC=C1)P(CCCP(C1=CC=CC=C1)C1=CC=CC=C1)C1=CC=CC=C1